COC(CC1CCN(CC1)CC1=C(C(=NC(=C1)C1=CC(=CC(=C1)Cl)Cl)OCC1=CC=CC=C1)C)=O 2-(1-((2-(benzyloxy)-6-(3,5-dichlorophenyl)-3-methylpyridin-4-yl)methyl)piperidin-4-yl)acetic acid methyl ester